NC1CCC(CC1)(C(=O)N)F 4-amino-1-fluorocyclohexane-1-carboxamide